C(C)(C)C1=C(C=CC=C1)N1CCC(CC1)N1C(N(C=2C(C1)=CN(N2)C)CC2=C(C=CC=C2)C(F)(F)F)=O 5-[1-(2-Isopropyl-phenyl)-piperidin-4-yl]-2-methyl-7-(2-trifluoromethylbenzyl)-2,4,5,7-tetrahydro-pyrazolo[3,4-d]pyrimidin-6-one